N(C)CC(=O)OCCCCCCCCCCCC.[NH4+] ammonium lauryl sarcosinate